2,4-bis[N-(1-cyclohexyloxy-2,2,6,6-tetramethyl-piperidine-4-yl)-N-butylamino]-6-(2-hydroxyethyl)amino-1,3,5-triazine C1(CCCCC1)ON1C(CC(CC1(C)C)N(CCCC)C1=NC(=NC(=N1)N(C1CC(N(C(C1)(C)C)OC1CCCCC1)(C)C)CCCC)NCCO)(C)C